S1C(=NC2=C1C=CC=C2)NC(=O)C=2C=CC=C1CCN(CC21)C2=CC=C(C(=N2)C(=O)O)C=2C=NN(C2)CC2(CCCCC2)CC(C)C 6-[8-(1,3-benzothiazol-2-ylcarbamoyl)-3,4-dihydroisoquinolin-2(1H)-yl]-3-(1-{[1-(2-methylpropyl)cyclohexyl]methyl}-1H-pyrazol-4-yl)pyridine-2-carboxylic acid